2,2-dimethyl-1,3-dioxolane-4-thiol CC1(OCC(O1)S)C